tert-butyl (R)-2-ethynyl-pyrrolidine-1-carboxylate C(#C)[C@@H]1N(CCC1)C(=O)OC(C)(C)C